(+)-Diisopropyl L-tartrate CC(C)OC(=O)[C@@H]([C@H](C(=O)OC(C)C)O)O